FC(C(O)C=1C(NC(NC1C)=O)=O)F 5-(2,2-difluoro-1-hydroxyethyl)-6-methylpyrimidine-2,4(1h,3h)-dione